3-(2-(1H-pyrazolo[3,4-b]pyridin-5-yl)ethynyl)-N-(3-tert-butyl-5-(4-methyl-1H-imidazol-1-yl)phenyl)-4-methylbenzamide mesylate S(C)(=O)(=O)O.N1N=CC=2C1=NC=C(C2)C#CC=2C=C(C(=O)NC1=CC(=CC(=C1)N1C=NC(=C1)C)C(C)(C)C)C=CC2C